[2,7]naphthyridin-6(5H)-one C1=NC=CC=2CC(N=CC12)=O